7-{4-[4-(4-{4-[2-(2,6-Dioxopiperidin-3-yl)-4-methoxy-3-oxo-2,3-dihydro-1H-pyrrolo[3,4-c]pyridin-6-yl]piperazin-1-yl}butoxy)phenyl]piperidin-1-yl}-4-methyl-1H-indole-3-carbonitrile O=C1NC(CCC1N1C(C=2C(=NC(=CC2C1)N1CCN(CC1)CCCCOC1=CC=C(C=C1)C1CCN(CC1)C=1C=CC(=C2C(=CNC12)C#N)C)OC)=O)=O